(Z)-ethyl 3-amino-2-(ethoxycarbonylcarbamothioyl)but-2-enoate N\C(=C(\C(=O)OCC)/C(NC(=O)OCC)=S)\C